tert-butyl 4-(4-((5-cyclopropyl-1H-pyrazol-3-yl)amino)-6-(propylcarbamoyl)pyrimidin-2-yl)piperazine-1-carboxylate C1(CC1)C1=CC(=NN1)NC1=NC(=NC(=C1)C(NCCC)=O)N1CCN(CC1)C(=O)OC(C)(C)C